2-hydroxy-1-((1S,3S)-3-((5-(3-methyl-2,5-dioxoimidazolidin-1-yl)pyridin-2-yl)amino)cyclopentyl)guanidine ON=C(N[C@@H]1C[C@H](CC1)NC1=NC=C(C=C1)N1C(N(CC1=O)C)=O)N